N1C=CC=2C1=NC=C(C2)OC2=C(C(=O)OC)C=CC(=C2)N2CCC1(CC(C1)N1[C@@H](CN(CC1)CC1=CC=C(C=C1)OC)C1=C(C=CC=C1)C(C)C)CC2 |o1:28| methyl (R or S)-2-((1H-pyrrolo[2,3-b]pyridin-5-yl)oxy)-4-(2-(2-(2-isopropylphenyl)-4-(4-methoxybenzyl)piperazin-1-yl)-7-azaspiro[3.5]nonan-7-yl)benzoate